tert-butyl (6-chloro-3-isopropylimidazo[1,2-b]pyridazin-8-yl)(2,4-difluorobenzyl)carbamate ClC=1C=C(C=2N(N1)C(=CN2)C(C)C)N(C(OC(C)(C)C)=O)CC2=C(C=C(C=C2)F)F